(2S)-2-[(1-ethoxyethoxy)methyl] ethylene oxide C(C)OC(C)OC[C@@H]1CO1